(3aS,4S,5S,6aR)-2-((S)-2-(5-(benzyloxy)-6-chloropyridin-2-yl)-2-hydroxyethyl)-5-phenoxyhexahydrocyclopenta[c]pyrrole-3a,4(1H)-diol C(C1=CC=CC=C1)OC=1C=CC(=NC1Cl)[C@H](CN1C[C@@H]2[C@](C1)([C@H]([C@H](C2)OC2=CC=CC=C2)O)O)O